CC1=CC=C(C(=N1)C(=O)N1[C@@H]2[C@@H](C[C@H](C1)CC2)NC2=NC=C(C=C2)C)N2N=CC=N2 (6-methyl-3-(2H-1,2,3-triazol-2-yl)pyridin-2-yl)((1S,4R,6R)-6-((5-methylpyridin-2-yl)amino)-2-azabicyclo[2.2.2]octan-2-yl)methanone